2,3-dihydro-benzofuran-5-carboxylic acid [2-(6-oxa-1-aza-spiro[3.3]hept-1-yl)-benzothiazol-5-yl]-amide N1(CCC12COC2)C=2SC1=C(N2)C=C(C=C1)NC(=O)C=1C=CC2=C(CCO2)C1